FC=1C=C(C(=O)N[C@@H](CCOCCCCC2=NC=3NCCCC3C=C2)C(=O)O)C=C(C1)C(F)(F)F N-(3-fluoro-5-(trifluoromethyl)benzoyl)-O-(4-(5,6,7,8-tetrahydro-1,8-naphthyridin-2-yl)butyl)-L-homoserine